C(CCCCC)P(CCCCCC)CCCCCC tri-(1-hexyl)phosphine